6-(4-cyclopropyl-6-methoxy-pyrimidin-5-yl)-4-[[3-fluoro-4-[1-methyl-4-(trifluoromethyl)imidazol-2-yl]phenyl]methoxy]-1-methyl-pyrazolo[3,4-d]pyrimidine C1(CC1)C1=NC=NC(=C1C1=NC(=C2C(=N1)N(N=C2)C)OCC2=CC(=C(C=C2)C=2N(C=C(N2)C(F)(F)F)C)F)OC